5-Bromo-3-((3-hydroxypropyl)amino)-1-methylpyridin-2(1H)-one BrC=1C=C(C(N(C1)C)=O)NCCCO